(2S,4R)-6-chloro-4-hydroxy-N-[trans-4-{2-oxo-3-[6-(trifluoromethyl)pyridin-3-yl]imidazolidin-1-yl}cyclohexyl]-3,4-dihydro-2H-1-benzopyran-2-carboxamide ClC=1C=CC2=C([C@@H](C[C@H](O2)C(=O)N[C@@H]2CC[C@H](CC2)N2C(N(CC2)C=2C=NC(=CC2)C(F)(F)F)=O)O)C1